1-Cyclopropyl-4-fluoro-N'-((3-methyl-2-(trifluoromethyl)-6,7-dihydro-5H-cyclopenta[b]pyridin-4-yl)carbamoyl)-1H-pyrazole-3-sulfonimidamide C1(CC1)N1N=C(C(=C1)F)S(=O)(N)=NC(NC1=C2C(=NC(=C1C)C(F)(F)F)CCC2)=O